COC1=CC=C2C(=NN(C2=C1)C1=CC=C(C=C1)C(F)(F)F)CN1C(C2=CC=CC=C2C1=O)=O 2-((6-methoxy-1-(4-(trifluoromethyl)phenyl)-1H-indazol-3-yl)methyl)isoindoline-1,3-dione